BrC=1N(C2=NC(=NC(=C2N1)N)F)CC1=CC(=CC=C1)[N+](=O)[O-] 8-bromo-2-fluoro-9-(3-nitrobenzyl)-9H-purin-6-amine